2-[5-({3-[5-({[1-(2-methoxyacetyl)-piperidin-4-yl]amino}methyl)-1-(2,2,2-trifluoroethyl)-1H-indol-2-yl]prop-2-yn-1-yl}amino)pyridin-2-yl]-2-methylpropanenitrile COCC(=O)N1CCC(CC1)NCC=1C=C2C=C(N(C2=CC1)CC(F)(F)F)C#CCNC=1C=CC(=NC1)C(C#N)(C)C